C1NCCC12CCN(CC2)C2=CC=C(C=C2)C2C(NC(CC2)=O)=O 3-(4-(2,8-diazaspiro[4.5]decan-8-yl)phenyl)piperidine-2,6-dione